FC=1C=C(CNC(=O)C2CNCC2)C=CC1 N-(3-Fluorobenzyl)pyrrolidine-3-carboxamide